COC1=CC=C(C=N1)CN1CCN(CC1)C1=CC=C(C=N1)C=1C=2N(C=C(C1)C=1C=NN(C1)C)N=CC2C(=O)N 4-(6-(4-((6-methoxypyridine-3-yl)methyl)piperazin-1-yl)pyridin-3-yl)-6-(1-methyl-1H-pyrazol-4-yl)pyrazolo[1,5-a]pyridine-3-Formamide